C(C)OC(=O)C=1C(=NC=NC1)C 4-methylpyrimidine-5-carboxylic acid ethyl ester